BrCCCCCCCCCCCCCCCCCCCCOC1OCCCC1 20-bromo-1-(2-tetrahydropyranyloxy)eicosane